C(C)OC(=O)C1=C(SC(=C1)C)C1=CC=2C(C(C3=CC(=CC=C3C2C=C1)C)=O)=O 5-methyl-2-(7-methyl-9,10-dioxo-9,10-dihydrophenanthrene-2-yl)thiophene-3-carboxylic acid ethyl ester